{4-[2-methoxy-4-(trifluoromethyl)phenyl]phthalazin-1-yl}-N,N-dimethylpiperidin-4-amine COC1=C(C=CC(=C1)C(F)(F)F)C1=NN=C(C2=CC=CC=C12)N1CCC(CC1)N(C)C